2-cyclopropyl-7-(difluoromethoxy)-4-(pyridin-4-yl)-2H-indazole C1(CC1)N1N=C2C(=CC=C(C2=C1)C1=CC=NC=C1)OC(F)F